2-(2-fluoro-4-methylphenyl)-4-bromo-5-(1H-pyrrolo[2,3-b]pyridin-4-yl)-1-{[2-(trimethylsilyl)ethoxy]methyl}-1H-pyrrole-3-carboxylic acid FC1=C(C=CC(=C1)C)C=1N(C(=C(C1C(=O)O)Br)C1=C2C(=NC=C1)NC=C2)COCC[Si](C)(C)C